CN(CCN(C=1C=C(C=2N(C1)N=CC2C#N)OCC2=CC=C(C=C2)OC)C)C 6-((2-(Dimethylamino)ethyl)(methyl)amino)-4-((4-methoxybenzyl)oxy)pyrazolo[1,5-a]pyridine-3-Carbononitrile